CC1=NC=C(C=C1)[N+](=O)[O-] 2-methyl-5-nitro-pyridine